Boc-Iodo-Tyrosine C(=O)(OC(C)(C)C)N([C@@H](CC1=CC=C(C=C1)O)C(=O)O)I